tert-butyl methyl(3-oxocyclobutyl)carbamate CN(C(OC(C)(C)C)=O)C1CC(C1)=O